C(C1=CC=CC=C1)NC(=O)C=1N(C(N2C1CN(CC2)C(C2=CC(=C(C=C2)Br)Cl)=O)=O)C=2C=C1C(C(NC1=CC2)=O)(C)C N-benzyl-7-(4-bromo-3-chloro-benzoyl)-2-(3,3-dimethyl-2-oxo-indolin-5-yl)-3-oxo-6,8-dihydro-5H-imidazo[1,5-a]pyrazine-1-carboxamide